(3S)-3-[[1-[2-hydroxy-4-(trifluoromethyl)phenyl]pyrido[3,4-d]pyridazin-4-yl]amino]-1-methyl-piperidin-2-one OC1=C(C=CC(=C1)C(F)(F)F)C1=C2C(=C(N=N1)N[C@@H]1C(N(CCC1)C)=O)C=NC=C2